C(CC)C(COC(CCCCC(=O)OCC(CCCCC)CCC)=O)CCCCC di-(2-propylheptyl)-adipate